2-[4-[N-(oxolan-3-yl)-4-propan-2-ylanilino]phenoxy]pyrido[3,4-d]pyrimidin-4-ol O1CC(CC1)N(C1=CC=C(C=C1)C(C)C)C1=CC=C(OC=2N=C(C3=C(N2)C=NC=C3)O)C=C1